C(C)N1CCC(C12CCOCC2)C2=CC=1C(=NC=CC1NC=1C=CC3=C(N=CS3)C1)S2 N-(2-(1-ethyl-8-oxa-1-azaspiro[4.5]decan-4-yl)thieno[2,3-b]pyridin-4-yl)benzo[d]thiazol-5-amine